COC=1C=C(C=CC1)N1N=C(C(=C1)C1=CC=CC=C1)C1SCCCS1 1-(3-methoxyphenyl)-3-(1,3-dithian-2-yl)-4-phenyl-1H-pyrazole